FC1=CC=C(CN2C(=NC3=C2C=CC=C3)N3C[C@@H](CCC3)N)C=C1 (R)-1-(1-(4-Fluorobenzyl)-1H-benzo[d]imidazol-2-yl)piperidin-3-amin